O=C1NC2=C(N1)C=CC=C2NC(\C=C\C2=CC(=NN2C=2C=C(C=CC2)C)C(F)(F)F)=O (E)-N-(2-Oxo-2,3-dihydro-1H-benzo[d]imidazol-4-yl)-3-(1-(m-tolyl)-3-(trifluoromethyl)-1H-pyrazol-5-yl)acrylamid